4,5-dichlorobenzaldehyde ClC1=CC=C(C=O)C=C1Cl